aluminum dioxide, zirconium salt [Zr+4].[O-2].[O-2].[Al+3]